4-chloro-7-methoxy-N-(tetrahydro-2H-pyran-4-yl)quinoline-6-carboxamide potassium-iron [Fe].[K].ClC1=CC=NC2=CC(=C(C=C12)C(=O)NC1CCOCC1)OC